monoethyl (3,5-di-tert-butyl-4-hydroxybenzyl) phosphonate P(OCC)(OCC1=CC(=C(C(=C1)C(C)(C)C)O)C(C)(C)C)=O